C1(=C(C(=NC(=C1Cl)Cl)C(=O)O)Cl)N The molecule is a pyridinemonocarboxylic acid that is pyridine-2-carboxylic acid which is substituted by a chloro group at positions 3,5 and 6, and by an amino group at position 4. It is a systemic herbicide used to control deeply rooted herbaceous weeds and woody plants in rights-of-way, forestry, range lands, pastures, and small grain crops. It has a role as a herbicide and a synthetic auxin. It is an aminopyridine, a pyridinemonocarboxylic acid, a chloropyridine and an organochlorine pesticide. It derives from a picolinic acid.